OC=1C=CC(=NC1)N1C(N=C(C2=C1N=C(C=C2)C(F)(F)F)NC)=O 1-(5-hydroxypyridin-2-yl)-4-(methyl-amino)-7-(trifluoromethyl)pyrido[2,3-d]-pyrimidin-2(1H)-one